N-(2-bromo-5-methoxyphenyl)ethanethioamide BrC1=C(C=C(C=C1)OC)NC(C)=S